8-Anilinoquinoline-5,6-dione N(C1=CC=CC=C1)C1=CC(C(C=2C=CC=NC12)=O)=O